ClC(C)(C)C1=CC(=CC(=C1)C(C)(Cl)C)C(C)(Cl)C 1,3,5-tris(1-chloro-1-methylethyl)benzene